CC=1C(=CC2=C(N=C(S2)NC2=NC=CC(=C2)CN2CCCC2)C1)C1=CC=NC=C1 5-methyl-6-(pyridin-4-yl)-N-(4-(pyrrolidin-1-yl-methyl)pyridin-2-yl)benzo-[d]thiazol-2-amine